3-cyano-6-((cyclopropylmethyl)amino)pyrazolo[1,5-a]pyridin-4-yl trifluoromethanesulfonate FC(S(=O)(=O)OC=1C=2N(C=C(C1)NCC1CC1)N=CC2C#N)(F)F